C1=C2N(CC=N1)C=1C(=C2)C=CC1 cyclopenta[4,5]pyrrolo[1,2-a]pyrazine